CC1(CNC1)NC(OC(C)(C)C)=O tert-butyl (3-methylazetidin-3-yl)carbamate